ClC1=NC=CC(=N1)C(C(=O)N(CC1=CC=C(C=C1)OC)C1=CC=C(C=C1)C1=NC(=CN=C1)OCC)CC 2-(2-chloropyrimidin-4-yl)-N-(4-(6-ethoxypyrazin-2-yl)phenyl)-N-(4-methoxybenzyl)butyramide